N1(CC1)C(C(C)C1=C(C(=CC=C1)C(C)C)O)=O 1-(aziridine-1-yl)-2-(2-hydroxy-3-isopropylphenyl)propan-1-one